IC=1C=C(C=CC1)C=1C=CC=2N=C(N=C(C2N1)N)C 6-(3-iodophenyl)-2-methylpyrido[3,2-d]pyrimidin-4-amine